C(C)(C)(CC)OO tert-amylhydroperoxide